C[C@H]1[C@@H]([C@H]([C@H]([C@@H](O1)O[C@@H]2[C@H](O[C@H]([C@@H]([C@H]2O)O)O[C@@](C)(CC/C=C(\\C)/CC/C=C(\\C)/CC/C=C(/C)\\CO[C@H]3[C@@H]([C@H]([C@@H]([C@H](O3)COC(=O)CC(=O)O)O)O)O)C=C)COC(=O)CC(=O)O)O)O)O The molecule is an acyclic diterpene glycoside consisting of a 20-hydroxygeranyllinalool skeleton conjugated to a malonylglucosyl residue at C-20 and a rhamnosyl(malonyl)glucosyl moiety at C-3. It has a role as a metabolite. It is a disaccharide derivative and a diterpene glycoside. It derives from a lyciumoside IV.